[NH4+].[NH4+].N(N=C1SC2=C(N1CC)C=CC(=C2)S(=O)(=O)[O-])=C2SC1=C(N2CC)C=CC(=C1)S(=O)(=O)[O-] 2,2'-azino-bis(3-ethylbenzothiazoline-6-sulfonic acid) diammonium SALT